tert-Butyl 3-(7-bromo-4-(hydroxymethyl)benzo[d]oxazol-2-yl)-3,9-diazabicyclo[3.3.1]nonane-9-carboxylate BrC1=CC=C(C=2N=C(OC21)N2CC1CCCC(C2)N1C(=O)OC(C)(C)C)CO